6-((4-carboxyphenyl)(methyl)amino)-4-(4-(4-fluorophenoxy)phenyl)picolinic acid C(=O)(O)C1=CC=C(C=C1)N(C1=CC(=CC(=N1)C(=O)O)C1=CC=C(C=C1)OC1=CC=C(C=C1)F)C